C(C)(C)N1C(=NN=C1)C1=CC=CC(=N1)NC(=O)NC1=NNC2=C(C=CC=C12)OC 1-(6-(4-isopropyl-4H-1,2,4-triazol-3-yl)pyridin-2-yl)-3-(7-methoxy-1H-indazol-3-yl)urea